4-(3-methoxyphenyl)-(4-(methylsulfonyl)phenyl)thiazol-2-amine COC=1C=C(C=CC1)C=1N=C(SC1C1=CC=C(C=C1)S(=O)(=O)C)N